CC1(CCC(CC1)=O)C dimethylcyclohexan-1-one